1,2-dichloroethanol acetate C(C)(=O)OC(CCl)Cl